C[C@H]1CC[C@@H](N(C1)C(C(=O)NC=1C=C(C=NC1)C(=O)N)=O)C1=CC=C(C=C1)C(F)(F)F 5-[[2-[(2R,5S)-5-methyl-2-[4-(trifluoromethyl)phenyl]-1-piperidyl]-2-oxo-acetyl]amino]pyridine-3-carboxamide